cyclopropylhept-2-enediamide C1(CC1)C(C(=O)N)=CCCCC(=O)N